N-(3-aminopropyl)cyclopropylcarboxamide NCCCNC(=O)C1CC1